2,3-Dihydroxy-5-methylsulfanyl-4-pentenoate OC(C(=O)[O-])C(C=CSC)O